azidovaline N(=[N+]=[N-])N[C@@H](C(C)C)C(=O)O